Cl.CNC=1C=2N(N=CC1)C(=CN2)C(=O)N 8-(methylamino)imidazo[1,2-b]Pyridazine-3-carboxamide hydrochloride